1-[2-({[3-fluoro-1-(3-fluoro(2-pyridyl))cyclobutyl]methyl}amino)pyrimidin-5-yl]pyrrole-3-carboxylic acid FC1CC(C1)(C1=NC=CC=C1F)CNC1=NC=C(C=N1)N1C=C(C=C1)C(=O)O